(6-(2-(methylsulfonyl)pyrimidin-5-yl)hex-5-ynyl)glycerylglyceryl-L-phenylalanine CS(=O)(=O)C1=NC=C(C=N1)C#CCCCC[C@](N(CC(O)CO)CC(O)CO)(CC1=CC=CC=C1)C(=O)O